3-METHYL-2-PENTENAL CC(=CC=O)CC